(R)-2-((1-(2-(ethylthio)-6-methyl-4-oxo-4H-chromen-8-yl)ethyl)amino)benzoic acid C(C)SC=1OC2=C(C=C(C=C2C(C1)=O)C)[C@@H](C)NC1=C(C(=O)O)C=CC=C1